2,5-dimethyl-2,5-di(tert.-butylperoxy)hexane CC(C)(CCC(C)(OOC(C)(C)C)C)OOC(C)(C)C